O1CCN(CC1)C1=CC=C(C=N1)B(O)O (6-morpholinopyridin-3-yl)boronic acid